C1(CC1)C1=NN=C(O1)C(C)N1C(C=2N([C@@H](C1)C)N=C1C2CN([C@@H](C1)C)C(C1=CC(=C(C=C1)Cl)Cl)=O)=O (3R,7R)-9-(1-(5-cyclopropyl-1,3,4-oxadiazol-2-yl)ethyl)-2-(3,4-dichlorobenzoyl)-3,7-dimethyl-1,2,3,4,8,9-hexahydropyrido[4',3':3,4]pyrazolo[1,5-a]pyrazin-10(7H)-one